C(C=C)OC(=O)C1=CNC2=CC(=C(C=C12)C1=CC=C(OCCNC(CCCCCCCCC(=O)O)=O)C=C1)Cl 10-((2-(4-(3-((allyloxy)carbonyl)-6-chloro-1H-indol-5-yl)phenoxy)ethyl)amino)-10-oxodecanoic acid